ClC=1C=C(C=C(C1)Cl)C1=NC(=CC(=C1)CN1CCC(CC1)CC(=O)O)OC=1C=NC(=CC1)N1CCN(CC1)CCO 2-(1-((2-(3,5-dichlorophenyl)-6-((6-(4-(2-hydroxyethyl)piperazin-1-yl)pyridin-3-yl)oxy)pyridin-4-yl)methyl)piperidin-4-yl)acetic acid